2-(6-chloro-1-((2-(trimethylsilyl)ethoxy)methyl)-1H-pyrazolo[3,4-b]pyridin-3-yl)phenol ClC1=CC=C2C(=N1)N(N=C2C2=C(C=CC=C2)O)COCC[Si](C)(C)C